2-(cyclopentyloxy)-1-methoxy-4-vinylbenzene C1(CCCC1)OC1=C(C=CC(=C1)C=C)OC